(R)-8-chloro-N-methyl-N-(4'-(3-(trifluoromethyl)morpholino)-[1,1'-biphenyl]-3-yl)-[1,2,4]triazolo[4,3-a]quinazolin-5-amine ClC1=CC=C2C(=NC=3N(C2=C1)C=NN3)N(C=3C=C(C=CC3)C3=CC=C(C=C3)N3[C@H](COCC3)C(F)(F)F)C